ONC(=O)C(C(=O)NC1=CC=C(C=C1)CN1N=NC(=C1)CNS(=O)(=O)C1=CC=C(C=C1)C1=CC=CC=C1)CC(C)C 2-(Hydroxycarbamoyl)-4-methyl-N-[4-[[4-[[(4-phenylphenyl)sulfonylamino]methyl]triazol-1-yl]methyl]phenyl]pentanamide